[H-].[Na+].ClC=1N=CC=C2C1N(C=C2)C 7-Chloro-1-methyl-1H-pyrrolo[2,3-c]pyridine Sodium hydride